N-(3-chloro-5-fluoro-4-(oxazol-5-yl)phenyl)chroman-3-carboxamide ClC=1C=C(C=C(C1C1=CN=CO1)F)NC(=O)C1COC2=CC=CC=C2C1